C(C)(C)(C)OC(C[C@@H]1C=2N(C3=C(C(=N1)C1=CC=C(C=C1)C#CCN)C(=C(S3)C)C)C(=NN2)C)=O tert-Butyl-(R)-2-(4-(4-(3-aminoprop-1-yn-1-yl)phenyl)-2,3,9-trimethyl-6H-thieno[3,2-f][1,2,4]triazolo[4,3-a][1,4]diazepin-6-yl)acetat